O(C1=CC=CC=C1)C1=CC=C(C=C1)N=S1C=NC(=C1)C1=CC=CC=C1 ((4-phenoxyphenyl)imino)-4-phenylthiazole